FC1([C@@H]([C@H](CCC1)N1CCN(CC1)C(C)C)NC(CC=1C(=C(C(=CC1)F)C1=CC(=CC(=C1)F)F)OC)=O)F N-((1R,6S)-2,2-difluoro-6-(4-isopropylpiperazin-1-yl)cyclohexyl)-2-(3',5',6-trifluoro-2-methoxy-[1,1'-biphenyl]-3-yl)acetamide